disodium hydrogen orthophosphate P(=O)(O)([O-])[O-].[Na+].[Na+]